The molecule is conjugate acid of beta-alaninamide arising from protonation of the beta-amino group. It is a conjugate acid of a beta-alaninamide. C(C[NH3+])C(=O)N